C1(=CC(=CC=C1)N(C(=S)Cl)C)C N-(m-tolyl)-N-methylthiocarbamoyl chloride